(S)-2-amino-4-((1-hydroxypentan-2-yl)amino)-6-(4-(piperazine-1-carbonyl)benzyl)pyrimido[4,5-d]pyridazin-5(6H)-one NC=1N=C(C2=C(C=NN(C2=O)CC2=CC=C(C=C2)C(=O)N2CCNCC2)N1)N[C@H](CO)CCC